NC1CNCC1F 3-amino-4-fluoro-pyrrolidin